4-Hexadecyloxy-3-methoxybenzoic acid methyl ester COC(C1=CC(=C(C=C1)OCCCCCCCCCCCCCCCC)OC)=O